1-(tert-butyl) 3-methyl 5-hydroxy-5-(thiophen-2-yl)piperidine-1,3-dicarboxylate OC1(CC(CN(C1)C(=O)OC(C)(C)C)C(=O)OC)C=1SC=CC1